[Si](C)(C)(C(C)(C)C)OCC=1N=C(SC1)C1=CC=C(C(=O)OC(C)(C)C)C=C1 tert-Butyl 4-(4-(((tert-butyldimethylsilyl)oxy)methyl)thiazol-2-yl)benzoate